C(C=C)(=O)NCC[N+](CCC(=O)[O-])(C)C 3-[N-(2-acrylamidoethyl)dimethylammonio]propionate